(rac)-1-(2-(4-cyclobutyl-2-hydroxyphenyl)-2,3,4,5,5a,6,8,9-octahydro-7H-10-oxa-1,2,5,7-tetraazacycloocta[cd]inden-7-yl)prop-2-en-1-one C1(CCC1)C1=CC(=C(C=C1)N1N=C2C=3[C@@H](NCCC13)CN(CCO2)C(C=C)=O)O |r|